ethyl (S)-4-(4-(2-((((9H-fluoren-9-yl)methoxy) carbonyl)amino)-4-((tert-butoxycarbonyl)amino)butanamido)-1-methyl-1H-pyrrole-2-carboxamido)-1-methyl-1H-imidazole-2-carboxylate C1=CC=CC=2C3=CC=CC=C3C(C12)COC(=O)N[C@H](C(=O)NC=1C=C(N(C1)C)C(=O)NC=1N=C(N(C1)C)C(=O)OCC)CCNC(=O)OC(C)(C)C